CC1=C2CNCC2=CC=C1C 4,5-dimethyl-2,3-dihydroisoindole